2-(Methylthio)-4-(2-nitrophenyl)-1-((2-(trimethylsilyl)ethoxy)methyl)-1H-imidazole CSC=1N(C=C(N1)C1=C(C=CC=C1)[N+](=O)[O-])COCC[Si](C)(C)C